FC(CCN(CC[C@@H](C(=O)O)NC([C@@](C)(C1=CC=CC=C1)O)=O)CCCCC1=NC=2NCCCC2C=C1)F (S)-4-((3,3-difluoropropyl)(4-(5,6,7,8-tetrahydro-1,8-naphthyridin-2-yl)butyl)amino)-2-((R)-2-hydroxy-2-phenylpropanamido)butanoic acid